BrC=1C=CC2=C(OC3=C2C(C2=CC=C(C=C2C3(C)C)OC[C@H]([C@@H](CO)O)O)=O)C1 3-Bromo-6,6-dimethyl-8-((2R,3R)-2,3,4-trihydroxy-butoxy)-6H-benzo[b]naphtho[2,3-d]furan-11-one